N[C@H](CO)C1=CC=C(C=C1)F (S)-2-amino-2-(4-fluorophenyl)ethanol